ClC=1C=C(C=CC1F)NC(=O)C=1N(C=C2C1CCC2=O)C N-(3-chloro-4-fluorophenyl)-2-methyl-4-oxo-2,4,5,6-tetrahydrocyclopenta[c]pyrrole-1-carboxamide